C(C)(C)(C)OC(C1=CC=C(C=C1)N1[C@@H]2C[C@H]([C@H](C1=O)C2)O)=O 4-[(1s,4r,5r)-5-hydroxy-3-oxo-2-azabicyclo[2.2.1]heptane-2-yl]benzoic acid tert-butyl ester